diazo(diphenyl)methane [N+](=[N-])=C(C1=CC=CC=C1)C1=CC=CC=C1